(5aS,6R,11bS)-14-(cyclopropylmethyl)-5a-hydroxy-3-(2-(4-methyl-1H-pyrazol-1-yl)ethyl)-1,2,3,4,5,5a,6,7-octahydro-6,11b-(epiminoethano)naphtho[1,2-d]azepine-10-carboxamide C1(CC1)CN1CC[C@]23CCN(CC[C@]2([C@H]1CC1=CC=C(C=C13)C(=O)N)O)CCN1N=CC(=C1)C